ClC1=C(C(=CC=2N(C(=NC21)C)C)C(F)(F)F)C2=CC=CN1C(=CC=C21)C=O (8-(4-chloro-1,2-dimethyl-6-(trifluoromethyl)-1H-benzo[d]imidazol-5-yl)indolizin-3-yl)methanone